(R)-N-methyl-N-(6-methyl-2-((4aS,5aR)-5a-methyl-1,4,4a,5,5a,6-hexahydrocyclopropa[f]indazol-3-yl)-1H-benzo[d]imidazol-5-yl)-2-morpholinopropanamide CN(C([C@@H](C)N1CCOCC1)=O)C1=CC2=C(NC(=N2)C2=NNC=3C[C@@]4([C@H](CC23)C4)C)C=C1C